2-[4-(1,3-benzo-thiazol-2-ylmethyl)-piperazin-1-yl]-4-ethoxy-N-ethyl-sulfonyl-benzamide S1C(=NC2=C1C=CC=C2)CN2CCN(CC2)C2=C(C(=O)NS(=O)(=O)CC)C=CC(=C2)OCC